methyl(((1-methyl-1H-imidazol-4-yl)methyl)imino)(2-methyl-6-(5-(trifluoromethyl)-1,2,4-oxadiazol-3-yl)imidazo[1,2-a]pyridin-3-yl)-λ6-sulfanone CS(=O)(C1=C(N=C2N1C=C(C=C2)C2=NOC(=N2)C(F)(F)F)C)=NCC=2N=CN(C2)C